3-((1,1'-biphenyl-2-yl)methoxy)-N-(pyridin-3-yl)thiophene-2-carboxamide C1(=C(C=CC=C1)COC1=C(SC=C1)C(=O)NC=1C=NC=CC1)C1=CC=CC=C1